tert-Butyl 4-[[(2S)-2-[[4-[[3-(2,3-difluoro-4-methoxy-phenyl)imidazo[1,2-a]pyrazin-8-yl]amino]-2-ethyl-benzoyl]amino]-3-methoxy-3-oxo-propyl]carbamoyl]piperidine-1-carboxylate FC1=C(C=CC(=C1F)OC)C1=CN=C2N1C=CN=C2NC2=CC(=C(C(=O)N[C@@H](CNC(=O)C1CCN(CC1)C(=O)OC(C)(C)C)C(=O)OC)C=C2)CC